ClC1=C(C=CC=C1)C1=NC2=C(CN(CC2)C2CC3=CC(=CC(=C3CC2)F)F)N1 2-(2-chlorophenyl)-5-(5,7-difluoro-1,2,3,4-tetrahydronaphthalen-2-yl)-4,5,6,7-tetrahydro-3H-imidazo[4,5-c]pyridine